FC1=C(C=O)C(=CC(=C1OC)F)F 2,4,6-trifluoro-3-methoxybenzaldehyde